rac-6-methyl-2-[4-({1-[(oxan-2-yl)oxy]cyclopropyl}methoxy)phenyl]-4-[2-(2,2,2-trifluoroethoxy)phenyl]-2,3-dihydro-1H-pyrrolo[3,4-c]pyridin-1-one CC1=CC2=C(C(=N1)C1=C(C=CC=C1)OCC(F)(F)F)CN(C2=O)C2=CC=C(C=C2)OCC2(CC2)O[C@H]2OCCCC2 |r|